1-(4-Fluorophenyl)-3-(3-hydroxy-4-methoxyphenyl)prop-2-en-1-one FC1=CC=C(C=C1)C(C=CC1=CC(=C(C=C1)OC)O)=O